C(C)(C)C(C(=O)OCC=1C=NC(=C(C1COC(C(CC#C)C(C)C)=O)OC(CCC\C=C/C[C@@H]1[C@H]([C@@H](C[C@@H]1O)O)CC[C@H](CCC1=CC=CC=C1)O)=O)C)CC#C (5-(((Z)-7-((1R,2R,3R,5S)-3,5-Dihydroxy-2-((R)-3-hydroxy-5-phenylpentyl)cyclopentyl)hept-5-enoyl)oxy)-6-methylpyridine-3,4-diyl)bis(methylene) bis(2-isopropylpent-4-ynoate)